7-((5-(4-methylpiperazin-1-yl)pyridin-2-yl)amino)-4-(2-(tetrahydro-2H-pyran-2-yl)pyridin-4-yl)isoindolin-1-one CN1CCN(CC1)C=1C=CC(=NC1)NC=1C=CC(=C2CNC(C12)=O)C1=CC(=NC=C1)C1OCCCC1